6-(4-((2-(1,4-dioxaspiro-[4.5]dec-7-en-8-yl)thiazol-4-yl)methoxy)-6-methoxybenzofuran-2-yl)-2-methoxyimidazo[2,1-b][1,3,4]thiadiazole O1CCOC12CC=C(CC2)C=2SC=C(N2)COC2=CC(=CC1=C2C=C(O1)C=1N=C2SC(=NN2C1)OC)OC